N,N,N-Trimethyl-1-adamantylammonium hydroxide [OH-].C[N+](C)(C)C12CC3CC(CC(C1)C3)C2